2-[({5-chloro-7-oxo-7,8-dihydro-6H-spiro[[1,3]oxazolo[5,4-f]quinazoline-9,1'-cyclohexan]-2-yl}methyl)amino]-N,N-dimethylacetamide ClC=1C=C2C(=C3C1NC(NC31CCCCC1)=O)OC(=N2)CNCC(=O)N(C)C